C1(=CC=CC=C1)C1=C(C(=CC(=C1)C1=CC=CC=C1)C1=CC=CC=C1)C1=CC=C(C=C1)C1=NC(=NC(=N1)C1=CC=CC=C1)C1=CC(=CC=C1)C1=CC=NC=C1 2-(2',6'-diphenyl-[1,1':4',1''-terphenyl]-4-yl)-4-phenyl-6-(3-(pyridin-4-yl)phenyl)-1,3,5-triazine